C(CC)(=O)OC(CN1CCC(CC1)NC1=C2C=C(N(C2=CC=C1)CC(F)(F)F)C#CCNC1=C(C=C(C=C1)S(=O)(=O)C)OC)C 1-{4-[(2-{3-[(4-methanesulfonyl-2-methoxyphenyl)amino] prop-1-yn-1-yl}-1-(2,2,2-trifluoroethyl)-1H-indol-4-yl)amino]piperidin-1-yl}propan-2-yl propanoate